Acetyl-L-Carnitin Taurinat NCCS(=O)(=O)O[C@@](C[N+](C)(C)C)(CC([O-])=O)C(C)=O